(E)-6-(2-(2-(4-(dicyanomethylene)-6-hydroxy-4H-benzopyran-2-yl)vinyl)-5-hydroxyphenoxy)hexanoic acid C(#N)C(=C1C=C(OC2=C1C=C(C=C2)O)/C=C/C2=C(OCCCCCC(=O)O)C=C(C=C2)O)C#N